FC1=CC(=C2C=C(N(C2=C1F)CCNC1=CC(=NC=N1)C1=CC=C(C=C1)C1=NOC(N1)=O)C)OC 3-(4-{6-[2-(6,7-Difluoro-4-methoxy-2-methyl-indol-1-yl)-ethylamino]-pyrimidin-4-yl}-phenyl)-4H-[1,2,4]oxadiazol-5-on